(2-fluoro-4-(pyrrolidin-2-yl)phenyl)-6-methoxy-N-methylbenzo[d]imidazo[2,1-b]thiazole-7-carboxamide hydrochloride Cl.FC1=C(C=CC(=C1)C1NCCC1)C=1N=C2SC3=C(N2C1)C=C(C(=C3)C(=O)NC)OC